O1C(C=CC2=CC=CC=C12)=NN coumarin-hydrazone